(R)-5-((((6-(2-chloro-3-(3-chloro-2-(3-methoxy-5-(((((R)-5-oxopyrrolidin-2-yl)methyl)amino)methyl)phenyl)pyridin-4-yl)phenyl)-2-methoxypyridin-3-yl)methyl)amino)methyl)pyrrolidin-2-one ClC1=C(C=CC=C1C1=C(C(=NC=C1)C1=CC(=CC(=C1)CNC[C@@H]1NC(CC1)=O)OC)Cl)C1=CC=C(C(=N1)OC)CNC[C@H]1CCC(N1)=O